C(C=O)(=O)[O-] glyoxalate